[C@@H]12NC[C@@H](CC1)C2 (1R,4S)-2-azabicyclo[2.2.1]Heptane